C(#N)C=1C=C(C=C(C1N1C(CC(CC1)N(C)C)CSC1=CC=C(C=C1)F)F)S(=O)(=O)NC(=O)C1(CCCCC1)OC N-((3-CYANO-4-(4-(DIMETHYLAMINO)-2-(((4-FLUOROPHENYL)THIO)METHYL)PIPERIDIN-1-YL)-5-FLUOROPHENYL)SULFONYL)-1-METHOXYCYCLOHEXANE-1-CARBOXAMIDE